calcium magnesium lithium zinc [Zn].[Li].[Mg].[Ca]